(2,2,2-trifluoroethyl) orthoformate C(OCC(F)(F)F)([O-])[O-]